N-(2,2-difluoroethyl)-5-fluoro-2-(1-methyl-6-{[(3S)-1-{[(1r,4r)-4-ethylsulfonylaminocyclohexyl]methyl}pyrrolidin-3-yl]methyl}-1H-indazol-4-yl)-N-(isopropyl)benzamide FC(CN(C(C1=C(C=CC(=C1)F)C1=C2C=NN(C2=CC(=C1)C[C@@H]1CN(CC1)CC1CCC(CC1)NS(=O)(=O)CC)C)=O)C(C)C)F